N-hexylmethylamine C(CCCCC)NC